C(#N)C=1C(=NC=C(C(=O)O)C1)S(=O)(=O)C 5-Cyano-6-(methylsulfonyl)nicotinic acid